tert-butyl N-[3,4-dichloro-2-[(2,6-difluoro-3-methoxy-phenyl)-hydroxy-methyl]phenyl]carbamate ClC=1C(=C(C=CC1Cl)NC(OC(C)(C)C)=O)C(O)C1=C(C(=CC=C1F)OC)F